C1(=CC=CC=C1)C(=O)C1=CN=NC(=C1)C1=CC=CC=C1 Phenyl-(6-phenylpyridazin-4-yl)methanone